N,N-dimethylperfluorobutyramide CN(C(C(C(C(F)(F)F)(F)F)(F)F)=O)C